N-(4-cyano-2,5-difluorophenyl)-5-(1,3-oxazol-2-yl)-1H-pyrrole-3-sulfonamide C(#N)C1=CC(=C(C=C1F)NS(=O)(=O)C1=CNC(=C1)C=1OC=CN1)F